4-Hydroxychalcone OC1=CC=C(C=C1)\C=C\C(=O)C1=CC=CC=C1